isopropyl Nicotinate C(C1=CN=CC=C1)(=O)OC(C)C